FC1=CC(=C(C=C1)N1C(C(=CC=C1)C(=O)NC1=CC=C(C=C1)CC(C)(C)O)=O)OCC(F)(F)F 1-[4-fluoro-2-(2,2,2-trifluoroethoxy)phenyl]-N-[4-(2-hydroxy-2-methylpropyl)phenyl]-2-oxo-1,2-dihydropyridine-3-carboxamide